C(=CC(CCCCCCC(CC)O)O)O 1,3,10-dodecenetriol